tert-butyl (1R,3s,5S)-3-hydroxy-3-(morpholinomethyl)-8-azabicyclo[3.2.1]octane-8-carboxylate OC1(C[C@H]2CC[C@@H](C1)N2C(=O)OC(C)(C)C)CN2CCOCC2